N-({5-chloro-6-[(3-methyl-5-isoxazolyl)methoxy]-2-indolyl}methyl)-3-fluoro-1-azetidinecarboxamide ClC=1C=C2C=C(NC2=CC1OCC1=CC(=NO1)C)CNC(=O)N1CC(C1)F